6-fluoro-2-(5-iodo-2-thienyl)-4-methoxy-5-(trifluoromethyl)pyrimidine FC1=C(C(=NC(=N1)C=1SC(=CC1)I)OC)C(F)(F)F